ClC1=NC(=NC(=C1C#N)C=1SC=CC1)SCC=1C=C(C(=O)O)C=CC1 3-(4-Chloro-5-cyano-6-thiophen-2-yl-pyrimidin-2-ylsulfanylmethyl)-benzoic acid